tert-butyl N-[4-[tert-butyl(dimethyl)silyl]oxycyclohexyl]-N-methyl-carbamate [Si](C)(C)(C(C)(C)C)OC1CCC(CC1)N(C(OC(C)(C)C)=O)C